(R)-N-(4-(3-((5-chloro-4-cyclopropoxypyrimidin-2-yl)amino)pyrrolidine-1-carbonyl)phenyl)propionamide ClC=1C(=NC(=NC1)N[C@H]1CN(CC1)C(=O)C1=CC=C(C=C1)NC(CC)=O)OC1CC1